5-[1-[3-bromo-1-methyl-5-[1,2,2,2-tetrafluoro-1-(trifluoromethyl)ethyl]pyrrol-2-yl]pyrazol-4-yl]-2-chloro-N-cyclopropyl-N-methyl-benzamide BrC1=C(N(C(=C1)C(C(F)(F)F)(C(F)(F)F)F)C)N1N=CC(=C1)C=1C=CC(=C(C(=O)N(C)C2CC2)C1)Cl